CC1=C(C2=C(N1)C(CC2)=C2C(NC1=CC=C(C=C21)N2[C@@H](COCC2)C)=O)C(=O)O (R)-2-methyl-6-(5-(3-methylmorpholino)-2-oxoindolin-3-ylidene)-1,4,5,6-tetrahydrocyclopenta[b]pyrrole-3-carboxylic acid